ClC1=C2C(N=C(O2)CC#N)=C(C2=C1N=C(O2)CC#N)Cl 4,8-dichloro-2,6-bis(cyanomethyl)benzo[1,2-d:4,5-d']-bisoxazole